FC=1C=C(CN2CC(N(CC2)C2CCC23CCNCC3)C3=C(C=CC=C3)C(C)C)C=CC1OC (4-(3-fluoro-4-methoxybenzyl)-2-(2-isopropylphenyl)piperazin-1-yl)-7-azaspiro[3.5]Nonane